thiazoline iodide [I-].S1C=NCC1